[2-(3,6-dihydro-2H-pyran-4-yl)-5-ethyl-6-[4-(5-hydroxy-6-methylpyrimidine-4-carbonyl)piperazin-1-yl]-7-oxo-[1,2,4]triazolo[1,5-a]pyrimidin-4-yl]acetic acid O1CCC(=CC1)C1=NN2C(N(C(=C(C2=O)N2CCN(CC2)C(=O)C2=NC=NC(=C2O)C)CC)CC(=O)O)=N1